COC1=C(CNC2=C(N=NC=C2)C(=O)[O-])C=CC(=C1)OC 4-((2,4-dimethoxybenzyl)amino)pyridazine-3-carboxylate